(1-(2-(3-(dimethylamino)propyl)-6-(2-fluorophenyl)-2H-indazol-3-yl)azetidin-3-yl)carbamic acid tert-butyl ester C(C)(C)(C)OC(NC1CN(C1)C=1N(N=C2C=C(C=CC12)C1=C(C=CC=C1)F)CCCN(C)C)=O